F[C@@H]1CN(CC[C@H]1NC1=NN2C(C=N1)=C(C=C2C2=NC=C(C=C2)C)C)S(=O)(=O)C N-((3R,4R)-3-fluoro-1-(methylsulfonyl)piperidin-4-yl)-5-methyl-7-(5-methylpyridin-2-yl)pyrrolo[2,1-f][1,2,4]triazin-2-amine